FC1=C(C=CC=C1)C=1C=C(C=C2NC(C(=NC12)C)=O)C(=O)OC methyl 8-(2-fluorophenyl)-2-methyl-3-oxo-3,4-dihydroquinoxaline-6-carboxylate